IC=1C=NN2C1C=CC(=C2)C(=O)OC methyl 3-iodopyrazolo[1,5-a]pyridine-6-carboxylate